N-[rac-(4S,5R)-3-[[tert-butyl(dimethyl)silyl]oxymethyl]-4-(3-nitrophenyl)-6-oxo-1-phenyl-5,7-dihydro-4H-pyrazolo[3,4-b]pyridin-5-yl]-3-(trifluoromethyl)benzamide [Si](C)(C)(C(C)(C)C)OCC1=NN(C=2NC([C@@H]([C@H](C21)C2=CC(=CC=C2)[N+](=O)[O-])NC(C2=CC(=CC=C2)C(F)(F)F)=O)=O)C2=CC=CC=C2 |r|